[3-(2-aminoethoxy)propyl]dimethylamine NCCOCCCN(C)C